ClC1(C2COCCN(C12)C(=O)OCC1=CC=CC=C1)Cl Benzyl 8,8-dichloro-5-oxa-2-azabicyclo[5.1.0]octane-2-carboxylate